FC=1C=CC(=NC1)N1CCC(CC1)C(=O)N1N=CC[C@H]1C1=CC=CC=C1 (S)-(1-(5-fluoropyridin-2-yl)piperidin-4-yl)(5-phenyl-4,5-dihydro-1H-pyrazol-1-yl)methanone